N1=NC(=CC=C1)CC(=O)O pyridazinacetic acid